(5R)-6-[(R)-tert-butylsulfinyl]-2-ethoxy-5-(3-methoxy-2-methyl-phenyl)-5,7-dihydropyrrolo[3,4-d]pyrimidine C(C)(C)(C)[S@@](=O)N1CC=2N=C(N=CC2[C@H]1C1=C(C(=CC=C1)OC)C)OCC